FC(C1=NNC(=C1)N1N=CC2=NC=CC=C21)(F)F [3-(trifluoromethyl)-1H-pyrazol-5-yl]-1H-pyrazolo[4,3-b]pyridin